[Sn].[Te].[Ge].[Ni] nickel germanium tellurium tin